N1(CCCCC1)CCCS piperidyl-propyl thiol